3-(4-(1,4-dimethyl-1H-imidazol-2-yl)benzyl)-6-(2-isopropylphenyl)-[1,2,4]triazolo[4,3-a]pyrimidine CN1C(=NC(=C1)C)C1=CC=C(CC2=NN=C3N2C=C(C=N3)C3=C(C=CC=C3)C(C)C)C=C1